7,8-dihydro-1H,6H-quinoline-2,5-dione N1C(C=CC=2C(CCCC12)=O)=O